N(N)C1=NC=C(C(=O)O)C(=C1)C 6-hydrazinyl-4-methylnicotinic acid